trans-4-amino-1-ethylcyclohexan-1-ol NC1CCC(CC1)(O)CC